2-cyclopentyl-thiazole C1(CCCC1)C=1SC=CN1